9,9-bis(4-(diphenylamino)phenyl)-N2,N7-bis(4-methoxyphenyl)-N2,N7-bis(4-nitrophenyl)-9H-fluorene-2,7-diamine C1(=CC=CC=C1)N(C1=CC=C(C=C1)C1(C2=CC(=CC=C2C=2C=CC(=CC12)N(C1=CC=C(C=C1)[N+](=O)[O-])C1=CC=C(C=C1)OC)N(C1=CC=C(C=C1)[N+](=O)[O-])C1=CC=C(C=C1)OC)C1=CC=C(C=C1)N(C1=CC=CC=C1)C1=CC=CC=C1)C1=CC=CC=C1